FC=1C=C(OC2=CC(=C(C=C2)NC(OCC=2C(=C3C(N(CC3=CC2)C2C(NC(CC2)=O)=O)=O)OC(C)C)=O)F)C=CC1F [2-(2,6-dioxopiperidin-3-yl)-3-oxo-4-(propan-2-yloxy)-2,3-dihydro-1H-isoindol-5-yl]methyl N-[4-(3,4-difluorophenoxy)-2-fluorophenyl]carbamate